OCCCCOC(CC(C)O)=O Hydroxybutyl-3-hydroxybutanoat